1-(4-((3-amino-6-methylisoxazolo[5,4-b]pyridin-4-yl)methyl)phenyl)-3-(3-(tert-butyl)phenyl)urea NC1=NOC2=NC(=CC(=C21)CC2=CC=C(C=C2)NC(=O)NC2=CC(=CC=C2)C(C)(C)C)C